5-trifluoromethyl-cytosine FC(C=1C(=NC(NC1)=O)N)(F)F